O1COC2=C1C=CC(=C2)CC(C)NCC 1-(benzo[d][1,3]dioxol-5-yl)-N-ethylpropan-2-amine